phenyl-thio-1,2,4-triazole C1(=CC=CC=C1)SC1=NNC=N1